N-(2-methyl-5-piperidin-1-ylmethyl-phenyl)-4-[5-methylsulfanyl-4-(4-trifluoromethyl-phenyl)-pyrimidin-2-ylamino]-benzamide CC1=C(C=C(C=C1)CN1CCCCC1)NC(C1=CC=C(C=C1)NC1=NC=C(C(=N1)C1=CC=C(C=C1)C(F)(F)F)SC)=O